ONC(C1=CC=C(C(=C1)F)F)=O N-hydroxy-4,5-difluorobenzamide